COC(C=1C(O)=CC=C(O)C1)=O methylgentisate